(S)-2-(3-Bromo-2-((ethylamino)methyl)-4-fluorophenoxy)propan-1-amine BrC=1C(=C(O[C@H](CN)C)C=CC1F)CNCC